4-[8-(2-methylprop-2-enoyloxy)octyloxy]benzoic acid [2-methoxy-4-[(E)-3-methoxy-3-oxo-prop-1-enyl] phenyl] ester COC1=C(C=CC(=C1)\C=C\C(=O)OC)OC(C1=CC=C(C=C1)OCCCCCCCCOC(C(=C)C)=O)=O